C1=CC=C(C=C1)NC(=O)C(C2=CC=C(C=C2)Br)O 2-(4-Bromophenyl)-2-hydroxy-N-phenylacetamide